2-(4-cyclopropyl-2,6-dimethylphenyl)-6-(1-methyl-1H-pyrazol-3-yl)-2,5-dihydro-4H-pyrazolo[3,4-d]pyrimidin-4-one C1(CC1)C1=CC(=C(C(=C1)C)N1N=C2N=C(NC(C2=C1)=O)C1=NN(C=C1)C)C